N-(2-methoxyethyl)-4-{[2-{[1-(propan-2-yl)-1H-pyrazolo[4,3-c]pyridin-6-yl]amino}-6-(pyrrolidin-1-yl)pyrimidin-4-yl]amino}piperidine-1-carboxamide COCCNC(=O)N1CCC(CC1)NC1=NC(=NC(=C1)N1CCCC1)NC1=CC2=C(C=N1)C=NN2C(C)C